CC(C)C=1C=C(C=CC1)COC1=C2C(=CNC2=CC=C1)C(C(=O)N)=O M-2-propyl-α-oxo-4-(phenylmethoxy)-1H-indole-3-acetamide